N1C=C(C2=CC=CC=C12)C1=C(CNNC(=O)NC2=CC=C(C=C2)F)C=CC(=N1)C 1-(2-(1H-indol-3-yl)-6-methylnicotinyl)-4-p-fluorophenyl-semicarbazide